BrC1=CC=C(OC2(CCN(CC2)C2=C(C(N(C3=CC=CC=C23)C)=O)C#N)C)C=C1 4-[4-(4-bromophenoxy)-4-methylpiperidin-1-yl]-1-methyl-2-oxo-1,2-dihydroquinoline-3-carbonitrile